FC1=C(N=CC2=C1N=C(N=C2O)OC[C@]21CCCN1C[C@@H](C2)F)C2=C(C(=CC(=C2)O)C)CCCCCO[C@@H]2CNCC[C@@H](C2)O 8-fluoro-2-(((2R,7aS)-2-fluorotetrahydro-1H-pyrrolizin-7a(5H)-yl)methoxy)-7-(5-hydroxy-2-(5-(((3S,5S)-5-hydroxyazepan-3-yl)oxy)pentyl)-3-methylphenyl)pyrido[4,3-d]pyrimidin-4-ol